O1[C@@H](CCC1)C(=O)[O-] (S)-tetrahydrofuranate